tert-butyl {4-[5-(5-oxo-4,5-dihydro-1,3,4-oxadiazol-2-yl)-2-(trifluoromethyl)anilino]butyl}carbamate O=C1NN=C(O1)C=1C=CC(=C(NCCCCNC(OC(C)(C)C)=O)C1)C(F)(F)F